4-(3-bromo-4,5-dimethoxyphenyl)butene-2-one BrC=1C=C(C=C(C1OC)OC)C=CC(C)=O